C(C)(C)C1=CC=C2CC3(CCNCC3)OC(C2=C1)=O 7-isopropylspiro-[isochroman-3,4'-piperidin]-1-one